O.O.O.[Os](Cl)(Cl)Cl osmium (iii) chloride trihydrate